C(C)NC(C)C1=CNC(C2=CN=CC=C12)=O 4-[1-(ethylamino)ethyl]-2H-2,7-naphthyridin-1-one